(2S,3R)-2-[5-[2,5-dimethyl-3-[[(3S)-3-methylpiperazin-1-yl]methyl]anilino]-1,3,4-oxadiazol-2-yl]-3-hydroxy-pyrrolidine-1-carboxylic acid benzyl ester C(C1=CC=CC=C1)OC(=O)N1[C@@H]([C@@H](CC1)O)C=1OC(=NN1)NC1=C(C(=CC(=C1)C)CN1C[C@@H](NCC1)C)C